N1C=CC2=CC=C(C=C12)C=1C=C(C=C(C1)N1CCNCC1)C1=NC=CC(=C1)C1=CC=2C(NCCC2N1)=O 2-(2-(3-(1H-indol-6-yl)-5-(piperazin-1-yl)phenyl)pyridin-4-yl)-6,7-dihydro-1H-pyrrolo[3,2-c]pyridin-4(5H)-one